C1(CC1)CN1C(=CC2=CC=CC=C12)C1=NC2=C(N1CC1CN(C1)C(=O)C1=NC=NC=C1)C(=CC(=C2)C(=O)N2C1CCC(C2)[C@H]1N)OC (7R)-2-{2-[1-(cyclopropylmethyl)-1H-indol-2-yl]-7-methoxy-1-{[1-(pyrimidine-4-carbonyl)azetidin-3-yl]methyl}-1H-1,3-benzodiazole-5-carbonyl}-2-azabicyclo[2.2.1]heptan-7-amine